7-Bromo-1-((6-chloro-5-(hydroxymethyl)-2-(methylthio)pyrimidin-4-yl)methyl)-1,2,3,4-tetrahydronaphthalen-1-ol BrC1=CC=C2CCCC(C2=C1)(O)CC1=NC(=NC(=C1CO)Cl)SC